N1(CCCCC1)S(=O)(=O)C1=CC=C(C=C1)C(C)NC(=O)C1=CC=2C=NC=CC2N1 N-{1-[4-(piperidine-1-sulfonyl)phenyl]ethyl}-1H-pyrrolo[3,2-c]pyridine-2-carboxamide